6,3'-dihydroxybiphenyl OC1=CC=CC=C1C1=CC(=CC=C1)O